C(\C=C/CCCCCC)OC(CCCCCCCOC(COCCCCCCCC(=O)[O-])C(=O)N(CCOCCOCCOCCOCCOC(C1=CC=CC=C1)(C1=CC=CC=C1)C1=CC=CC=C1)CCCCCCCC)=O 8-[2-[8-[(Z)-non-2-enoxy]-8-oxo-octoxy]-3-[octyl-[2-[2-[2-[2-(2-trityloxyethoxy)ethoxy]ethoxy]ethoxy]ethyl]amino]-3-oxo-propoxy]octanoate